1-(3,5-difluorophenyl)propan-1-ol FC=1C=C(C=C(C1)F)C(CC)O